C(C=C)(=O)OC1=C(C=C(C=C1CC1=C(C(=CC(=C1)C)C(C)(C)C)O)C)C(C)(C)C 2-t-butyl-6-(3-t-butyl-2-hydroxy-5-methylbenzyl)-4-methylphenyl acrylate